6-(5-methyl-1H-pyrrolo[2,3-b]pyridin-3-yl)imidazo[1,2-a]pyridine CC=1C=C2C(=NC1)NC=C2C=2C=CC=1N(C2)C=CN1